Ethyl 3-(2-methyl-2H-indazol-4-yl)propanoate CN1N=C2C=CC=C(C2=C1)CCC(=O)OCC